(S)-3-(8-(2,6-dichloro-4-fluorophenyl)-2,3-dihydrobenzo[b][1,4]dioxin-5-yl)-2-(2-(difluoromethoxy)-6-fluorobenzamido)propionic acid ClC1=C(C(=CC(=C1)F)Cl)C1=CC=C(C2=C1OCCO2)C[C@@H](C(=O)O)NC(C2=C(C=CC=C2F)OC(F)F)=O